2-(imidazo[1,2-a]pyridin-6-yl)-7-(4-methylpiperazin-1-yl)-4H-pyrido[1,2-a]pyrimidin-4-one N=1C=CN2C1C=CC(=C2)C=2N=C1N(C(C2)=O)C=C(C=C1)N1CCN(CC1)C